3-[4-[4-(Aminomethyl)piperidine-1-carbonyl]phenyl]-1-sulfamoyl-pyrrole-2-carboxylic acid NCC1CCN(CC1)C(=O)C1=CC=C(C=C1)C1=C(N(C=C1)S(N)(=O)=O)C(=O)O